N-octadecyl-alpha-pentadecyl-nitrone C(CCCCCCCCCCCCCCCCC)[N+](=CCCCCCCCCCCCCCCC)[O-]